N1-[(2,4-dimethoxyphenyl)methyl]-N5-[[3-(imidazo[1,2-a]pyridin-7-yloxymethyl)-1-bicyclo[1.1.1]pentanyl]methyl]isoquinoline-1,5-diamine COC1=C(C=CC(=C1)OC)CNC1=NC=CC=2C(=CC=CC12)NCC12CC(C1)(C2)COC2=CC=1N(C=C2)C=CN1